4-(((4-(5-chloro-2-((1-(4-(2,4-dioxotetrahydropyrimidin-1(2H)-yl)benzyl)piperidin-4-yl)amino)pyridin-4-yl)thiazol-2-yl)amino)methyl)tetrahydro-2H-pyran-4-carbonitrile ClC=1C(=CC(=NC1)NC1CCN(CC1)CC1=CC=C(C=C1)N1C(NC(CC1)=O)=O)C=1N=C(SC1)NCC1(CCOCC1)C#N